Sodium Alpha-Oxyhyponitrite N(=O)[N+](=O)[O-].[Na+].[Na+]